N-(1-methyl-3-oxocyclobutyl)-2-oxo-2-((4S,5S)-3,3,7,7-tetrafluoro-4-hydroxy-1-azaspiro[4.4]nonan-1-yl)acetamide CC1(CC(C1)=O)NC(C(N1CC([C@H]([C@]12CC(CC2)(F)F)O)(F)F)=O)=O